methyl (S,E)-(7-(dimethylamino)-1-((1-((5-fluoro-7-(3,3,3-trifluoropropyl)-1H-indol-2-yl)methyl)-2-oxo-1,2-dihydropyridin-3-yl)amino)-1,7-dioxohept-5-en-2-yl)carbamate CN(C(/C=C/CC[C@@H](C(=O)NC=1C(N(C=CC1)CC=1NC2=C(C=C(C=C2C1)F)CCC(F)(F)F)=O)NC(OC)=O)=O)C